BrC=1N=C(N(C1C1=C2C=NN(C2=CC(=C1)Cl)C1OCCCC1)C)C1CC2(CN(C2)C(=O)OC(C)(C)C)C1 tertbutyl 6-[4-bromo-5-(6-chloro-1-tetrahydropyran-2-yl-indazol-4-yl)-1-methyl-imidazol-2-yl]-2-azaspiro[3.3]heptane-2-carboxylate